tert-Butyl 4-[(2R)-4-amino-2-fluorocyclohexyl]piperazine-1-carboxylate NC1C[C@H](C(CC1)N1CCN(CC1)C(=O)OC(C)(C)C)F